3-(6-(((3R,4R)-1-(5-chloro-4-((1-methyl-2-oxoindolin-5-yl)amino)pyrimidin-2-yl)-3-methoxypiperidin-4-yl)amino)-1-methyl-1H-indazol-3-yl)-3-methylpiperidine-2,6-dione ClC=1C(=NC(=NC1)N1C[C@H]([C@@H](CC1)NC1=CC=C2C(=NN(C2=C1)C)C1(C(NC(CC1)=O)=O)C)OC)NC=1C=C2CC(N(C2=CC1)C)=O